Cl.Cl.C(C)(=O)N1C(C(C2=CC=CC=C12)=O)=CC1=NC2=CC=C(C=C2C=C1)C(=O)N1CCNCC1 1-acetyl-2-((6-(piperazine-1-carbonyl)quinolin-2-yl)methylene)-indolin-3-one dihydrochloride